3-(4-(5-chloro-3-fluoropyridin-2-yl)-1-(4-chlorobenzyl)-3,6-dioxopiperazin-2-yl)bicyclo[1.1.1]pentane-1-carboxamide ClC=1C=C(C(=NC1)N1C(C(N(C(C1)=O)CC1=CC=C(C=C1)Cl)C12CC(C1)(C2)C(=O)N)=O)F